5-Chloro-3-(5-{4-[(2S)-2,4-dimethylpiperazine-1-carbonyl]phenyl}-1,2-oxazol-3-yl)-6-(2-methoxyethoxy)-1H-indazole ClC=1C=C2C(=NNC2=CC1OCCOC)C1=NOC(=C1)C1=CC=C(C=C1)C(=O)N1[C@H](CN(CC1)C)C